C(=C)C=1C=CC(=NC1)C(=O)O 5-ETHENYL-2-PYRIDINECARBOXYLIC ACID